NC=1C(=C(C=CC1)C1=C(C(=NC=C1)C1=CC(=C(CN2CC3(C2)CNC(C3)=O)C=C1)OC)Cl)Cl 2-(4-(4-(3-amino-2-chlorophenyl)-3-chloropyridin-2-yl)-2-methoxybenzyl)-2,6-diazaspiro[3.4]octan-7-one